1-(4-(azetidin-3-yl)piperazin-1-yl)ethan-1-one N1CC(C1)N1CCN(CC1)C(C)=O